CC(=C)CCCCC(C)C 2,7-Dimethyloct-1-ene